tert-butyl (1H-pyrazol-1-yl) methanediylidenedicarbamate C(=NC(ON1N=CC=C1)=O)=NC(OC(C)(C)C)=O